1-(tert-butyl) 2-methyl (2S,5S)-5-(((tert-butyldiphenylsilyl)oxy)methyl)-2-(2-(chloromethyl)allyl)pyrrolidine-1,2-dicarboxylate [Si](C1=CC=CC=C1)(C1=CC=CC=C1)(C(C)(C)C)OC[C@@H]1CC[C@@](N1C(=O)OC(C)(C)C)(C(=O)OC)CC(=C)CCl